C1(CC1)C=1C=C(C=CC1)NC1=NC=NC2=CC(=C(C=C12)OC1CN(CC1)C(C=C)=O)OC 1-(3-((4-((3-cyclopropyl-phenyl)amino)-7-methoxy-quinazolin-6-yl)oxy)-pyrrolidin-1-yl)prop-2-en-1-one